NCCOCCOCCC(=O)N[C@H](C(=O)N1[C@@H](C[C@H](C1)O)C(=O)NCC1=CC=C(C=C1)C1=C(N=CS1)C)C(C)(C)C (2S,4R)-1-((S)-2-(3-(2-(2-aminoethoxy)ethoxy)propionamido)-3,3-dimethylbutyryl)-4-hydroxy-N-(4-(4-methylthiazol-5-yl)benzyl)pyrrolidine-2-carboxamide